2,7-dibromo-9,9-bis(6-iodohexyl)fluorene BrC1=CC=2C(C3=CC(=CC=C3C2C=C1)Br)(CCCCCCI)CCCCCCI